C(CCCCCCCCCCCCCCCCCCCCCCCCCCC)C(C(=O)O)=CC=CCCCCCCCCCCCCCCC montanyl-eicosadienoic acid